[Pd](Cl)Cl.C1(=CC=CC=C1)P(CCCP(C1=CC=CC=C1)C1=CC=CC=C1)C1=CC=CC=C1 (1,3-bis(diphenylphosphino)propane) palladium (II) chloride